3-((3-fluoro-4-(4-(((5-fluoro-4-oxo-2-(2-(tetrahydro-2H-pyran-4-yl)ethyl)-3,4-dihydroquinazolin-7-yl)oxy)methyl)-[1,4'-bipiperidin]-1'-yl)phenyl)amino)piperidine-2,6-dione FC=1C=C(C=CC1N1CCC(CC1)N1CCC(CC1)COC1=CC(=C2C(NC(=NC2=C1)CCC1CCOCC1)=O)F)NC1C(NC(CC1)=O)=O